[Br-].O=C1N(C(C2=CC=CC=C12)=O)C/C=C/C[N+]12CN3CN(CN(C1)C3)C2 (1s,3r,5s)-1-((E)-4-(1,3-dioxoisoindolin-2-yl)-but-2-en-1-yl)-1,3,5,7-tetraaza-adamantan-1-ium bromide